N1(CCC1)P(C)(C1=CC=C(C=C1)C1=NOC(=N1)C(F)(F)Cl)=O azetidin-1-yl(4-(5-(chlorodifluoromethyl)-1,2,4-oxadiazol-3-yl)phenyl)(methyl)phosphine oxide